CC1(CCOCC1)C(=O)N1[C@H](COC2=C(C1)C=CC(=C2)C(=O)NNC(C(F)(F)F)=O)C2=CC=CC=C2 (S)-4-(4-methyltetrahydro-2H-pyran-4-carbonyl)-3-phenyl-N'-(2,2,2-trifluoroacetyl)-2,3,4,5-tetrahydrobenzo[f][1,4]oxazepine-8-carbohydrazide